FC=1C(=CC(=NC1)OC)[C@H](C(=O)N1C[C@H](CC1)NC1=NC(=C(C=C1)C1=NN(C(=N1)C(F)(F)F)C([2H])([2H])[2H])C)C (2R)-2-(5-fluoro-2-methoxypyridin-4-yl)-1-[(3S)-3-({6-methyl-5-[1-(2H3)methyl-5-(trifluoromethyl)-1H-1,2,4-triazol-3-yl]pyridin-2-yl}amino)pyrrolidin-1-yl]propan-1-one